COC1=C(C=NC=C1)C1=CC2=C(C(=N1)C)C=NN2C2=NC(=NC(=C2)N2[C@@H]([C@H](C2)CS(=O)(=O)C)C)C 6-(4-methoxypyridin-3-yl)-4-methyl-1-(2-methyl-6-((2R,3S)-2-methyl-3-((methylsulfonyl)methyl)azetidin-1-yl)pyrimidin-4-yl)-1H-pyrazolo[4,3-c]pyridine